C(C)N(CC)CC1=C(CNC2=CC(=C(C(=C2)F)S(=O)(=O)NC=2N=CSC2)F)C(=CC=C1)F 4-((2-((diethylamino)methyl)-6-fluorobenzyl)amino)-2,6-difluoro-N-(thiazol-4-yl)benzenesulfonamide